C[C@H](CCC/C=C/C(=O)O)O The molecule is an (omega-1)-hydroxy fatty acid that is (2E)-oct-2-enoic acid in which the hydrogen at the 7-pro-R position is replaced by a hydroxy group. It is a medium-chain fatty acid, an (omega-1)-hydroxy fatty acid, an alpha,beta-unsaturated monocarboxylic acid and a hydroxy monounsaturated fatty acid.